(S)-1-((3-methyl-6-(4,4,4-trifluorobutoxy)-3,4-dihydronaphthalen-2-yl)methyl)-N-(pyridazin-4-yl)azetidine-3-carboxamide C[C@@H]1C(=CC2=CC=C(C=C2C1)OCCCC(F)(F)F)CN1CC(C1)C(=O)NC1=CN=NC=C1